Propan-2-yl (2R)-2-{[(4-nitrophenoxy)carbonyl]oxy}-3-(1H-1,2,4-triazol-1-yl)propanoate [N+](=O)([O-])C1=CC=C(OC(=O)O[C@@H](C(=O)OC(C)C)CN2N=CN=C2)C=C1